N-(4-(1H-tetrazol-1-yl)phenyl)-3-(indolin-1-ylsulfonyl)benzamide N1(N=NN=C1)C1=CC=C(C=C1)NC(C1=CC(=CC=C1)S(=O)(=O)N1CCC2=CC=CC=C12)=O